O(C1=CC=CC=C1)C=1C=C(C=CC1)/C=C/C(=O)N1C(OC(C1([2H])[2H])([2H])[2H])=O (E)-3-(3-(3-phenoxyphenyl)acryloyl)oxazolidine-2-one-4,4,5,5-d4